3-(2-(benzyloxy)ethyl)-5-bromo-1,2-dimethyl-7-(trifluoromethyl)quinolin-4(1H)-one C(C1=CC=CC=C1)OCCC1=C(N(C2=CC(=CC(=C2C1=O)Br)C(F)(F)F)C)C